C1(=CC=CC=C1)C=1N=C(C2=C(N1)C=NN2)NCC2=CC=C(C=C2)B(O)O 4-[([5-phenyl-1H-pyrazolo[4,3-d]pyrimidin-7-yl]amino)-methyl]phenylboronic acid